C(C)OC(C1=CC=C(C=C1)NC1=NC=CC(=N1)C1=CNC2=CC=CC=C12)=O 4-(4-(1H-indol-3-yl)pyrimidin-2-ylamino)benzoic acid ethyl ester